C(N)(=O)C=1C(=NC(=NC1)N1CCC(CC1)C(=O)OCC)NC1=C(C(=CC=C1)C1=NC=C(C=N1)F)OC ethyl 1-(5-carbamoyl-4-((3-(5-fluoropyrimidin-2-yl)-2-methoxyphenyl)amino)pyrimidin-2-yl)piperidine-4-carboxylate